C1OCC12CN(CC2)C2=NC=1N(C=C2)N=CC1C(=O)N 5-(2-oxa-6-azaspiro[3.4]octan-6-yl)pyrazolo[1,5-a]pyrimidine-3-carboxamide